1,8-diamino-3,6,10,13,16,19-hexaazabicyclo[6.6.6]icosane NC12CNCCNCC(CNCCNC1)(CNCCNC2)N